N-(3-chloro-5-methanesulfonamidophenyl)-5-methyl-4-{5-[(1-methylazetidin-3-yl)oxy]pyrimidin-2-yl}thiophene-2-carboxamide ClC=1C=C(C=C(C1)NS(=O)(=O)C)NC(=O)C=1SC(=C(C1)C1=NC=C(C=N1)OC1CN(C1)C)C